C(N)(O[C@H](COC1=C(C=C(C(=C1)C)F)F)C)=O (1S)-2-(2,4-difluoro-5-methyl-phenoxy)-1-methyl-ethyl carbamate